4-(5-((2,4-dimethylpyridin-3-yl)oxy)-2-neopentyl-2H-indazol-6-yl)-N-ethyl-6-methyl-7-oxo-6,7-dihydro-1H-pyrrolo[2,3-c]pyridine-2-carboxamide CC1=NC=CC(=C1OC1=CC2=CN(N=C2C=C1C=1C2=C(C(N(C1)C)=O)NC(=C2)C(=O)NCC)CC(C)(C)C)C